tin cobalt hydroxide [Co](O)O.[Sn]